3-((1S,3R)-3-((4-(1-(2,2-difluoroethyl)-1H-pyrazol-4-yl)-5-(1-methyl-1H-pyrazol-4-yl)pyrimidin-2-yl)amino)cyclohexyl)-3H-imidazo[4,5-b]pyridine-6-carbonitrile FC(CN1N=CC(=C1)C1=NC(=NC=C1C=1C=NN(C1)C)N[C@H]1C[C@H](CCC1)N1C=NC=2C1=NC=C(C2)C#N)F